amino-6-chloro-N-(2-(difluoromethoxy)phenyl)-5-(3-methyl-1H-pyrazol-1-yl)pyrazine-2-carboxamide NC=1C(=NC(=C(N1)N1N=C(C=C1)C)Cl)C(=O)NC1=C(C=CC=C1)OC(F)F